OC[C@]1(C[C@@H](CC1)N[C@@H]1[C@@H](COCC1)OC)C(=O)N1CC=2C=C(C=NC2CC1)C(F)(F)F ((1S,3R)-1-(Hydroxymethyl)-3-(((3S,4S)-3-methoxytetrahydro-2H-pyran-4-yl)amino)cyclopentyl)(3-(trifluoromethyl)-7,8-dihydro-1,6-naphthyridin-6(5H)-yl)methanone